CC1(OCCN(C1)C=1C=C(C=CC1)C=1N=C(SC1)NC(CNC(OC(C)(C)C)=O)=O)C tert-butyl (2-((4-(3-(2,2-dimethylmorpholino)phenyl)thiazol-2-yl)amino)-2-oxoethyl)carbamate